C(C)(C)(C)C1CCN(CC1)C1=CC(=C(C(=C1)C=1N=NNN1)C=1C=NC(=CC1)C)F 4-(tert-butyl)-N-(3-fluoro-4-(6-methylpyridin-3-yl)-5-(2H-tetrazol-5-yl)phenyl)piperidine